N,N-di(p-tolyl)aminobenzaldehyde Diphenylhydrazone C1(=CC=CC=C1)N(N=CC1=C(C=CC=C1)N(C1=CC=C(C=C1)C)C1=CC=C(C=C1)C)C1=CC=CC=C1